zinc diaspartate N[C@@H](CC(=O)[O-])C(=O)[O-].N[C@@H](CC(=O)[O-])C(=O)[O-].[Zn+2].[Zn+2]